CC1(C(NC(NC1)=S)C(=O)[O-])C 5,5-dimethyltetrahydropyrimidine-2(1H)-thioneAt